5-(Azetidin-3-yl)-2-(4-fluorophenoxy)pyridine 4-methylbenzenesulfonate CC1=CC=C(C=C1)S(=O)(=O)O.N1CC(C1)C=1C=CC(=NC1)OC1=CC=C(C=C1)F